C(C=C)[C@@]1(C(N([C@@H]([C@H](C1)C1=CC(=CC=C1)Cl)C1=CC=C(C=C1)Cl)[C@H](CS(=O)(=O)C(C)C)C(C)C)=O)C (3S,5R,6s)-3-allyl-5-(3-chlorophenyl)-6-(4-chlorophenyl)-1-((S)-1-(isopropylsulfonyl)-3-methylbutan-2-yl)-3-methylpiperidin-2-one